ClC1=C(COC2=C(C=C(N)C=C2)F)C=CC(=C1)F 4-((2-chloro-4-fluorobenzyl)oxy)-3-fluoroaniline